C(C)(C)(C)OC(N(C)C1(CC1)C#CC(CN1C(C2=CC=CC=C2C1=O)=O)O)=O.BrC1=CC=C(C=C1)N1CCOCC1 (4-bromophenyl)morpholine tert-butyl-(1-(4-(1,3-dioxoisoindolin-2-yl)-3-hydroxybut-1-yn-1-yl)cyclopropyl)(methyl)carbamate